CC1N2CC(N(C1)CC2)C 2,5-dimethyl-1,4-diazabicyclo[2.2.2]octane